COC(CN1C2=C(N(C([C@H](CC1)NC1=C(C#N)C(=CC(=N1)C)C(F)(F)F)=O)C)C=CC=C2C)OC (S)-2-((6-(2,2-dimethoxyethyl)-1,7-dimethyl-2-oxo-1,2,3,4,5,6-hexahydrobenzo[b][1,4]diazocine-3-yl)amino)-6-methyl-4-(trifluoromethyl)nicotinonitrile